1,2-bis((2-methyl-1H-imidazole-1-yl)methyl)benzene CC=1N(C=CN1)CC1=C(C=CC=C1)CN1C(=NC=C1)C